C1CC2=C(CC1=O)C=C(C=C2F)F 7-difluoro-2-tetralone